O[C@H]1[C@@H](CCCC1)NC=1N=NC(=C2C1C=NC=C2)C2=C(C=1CCCC1C=C2)O |o1:1,2| 5-[4-[[rel-(1R,2R)-2-hydroxycyclohexyl]amino]pyrido[3,4-d]pyridazin-1-yl]indan-4-ol